[C@H]1([C@H](CCCC1)N)N trans-(1S,2S)-1,2-cyclohexanediamine